C([C@H](O)CC(=O)O)(=O)O.N1[C@H](CNCC1)CC#N (S)-2-(piperazin-2-yl)acetonitrile, D-malate salt